C(C)C=1C(NC2=CC(=CC=C2C1)CN1[C@H](CN(CC1)C(=O)OC(C)(C)C)C)=O tert-Butyl (S)-4-((3-ethyl-2-oxo-1,2-dihydroquinolin-7-yl)methyl)-3-methylpiperazine-1-carboxylate